4-(2-(6-((2R,6S)-2,6-dimethylmorpholino)pyridin-2-yl)vinyl)picolinonitrile C[C@H]1O[C@H](CN(C1)C1=CC=CC(=N1)C=CC1=CC(=NC=C1)C#N)C